BrC=1N=CC(=NC1)NC(C(CCC)(C)C=1C=NC=C(C1)Br)=O 2-(5-Bromo-pyridin-3-yl)-2-methyl-pentanoic Acid (5-bromo-pyrazin-2-yl)-amide